4-(benzyloxy)-N-([4-[4-[[2-(4-chlorophenyl)-4,4-dimethylcyclohexen-1-yl]methyl]piperazin-1-yl]phenyl]sulfonyl)-3-nitrobenzamide C(C1=CC=CC=C1)OC1=C(C=C(C(=O)NS(=O)(=O)C2=CC=C(C=C2)N2CCN(CC2)CC2=C(CC(CC2)(C)C)C2=CC=C(C=C2)Cl)C=C1)[N+](=O)[O-]